2-(((3R,4S)-4-fluoropyrrolidin-3-yl)amino)-5-(imidazo[1,2-a]pyrimidin-6-yl)pyrrolo[2,1-f][1,2,4]triazin-4-ol F[C@@H]1[C@@H](CNC1)NC1=NN2C(C(=N1)O)=C(C=C2)C=2C=NC=1N(C2)C=CN1